tert-Butyl 2-[4-[3-(hydroxymethyl)phenyl]-1-pyrazolyl]acetate OCC=1C=C(C=CC1)C=1C=NN(C1)CC(=O)OC(C)(C)C